4-[5-(trifluoromethyl)-1,2,4-oxadiazol-3-yl]phenol FC(C1=NC(=NO1)C1=CC=C(C=C1)O)(F)F